1-(3-(2,4-dioxotetrahydropyrimidine-1(2H)-yl)-4-fluorobenzoyl)piperidine-4-carbaldehyde O=C1N(CCC(N1)=O)C=1C=C(C(=O)N2CCC(CC2)C=O)C=CC1F